nonadecane-3,7-diol CCC(CCCC(CCCCCCCCCCCC)O)O